C(C)C=1C=C(C=C2C=NC(=NC12)NC1CCC(CC1)NC)C=1C(=C(C=CC1F)NS(=O)(=O)C=1C=2CCC(C2C=C(C1)F)O)F N-(3-(8-ethyl-2-((4-(methylamino)cyclohexyl)amino)quinazolin-6-yl)-2,4-difluorophenyl)-6-fluoro-1-hydroxy-2,3-dihydro-1H-indene-4-sulfonamide